(2R,6R)-6-((4-bromophenyl)thio)-2-ethyl-2H-pyran-3(6H)-one-13C BrC1=CC=C(C=C1)S[C@@H]1C=CC([13C@H](O1)CC)=O